allyl-L-alanyl-D-isoglutamine benzyl ester trifluoroacetate FC(C(=O)O)(F)F.C(C1=CC=CC=C1)OC(CC[C@@H](NC([C@@H](NCC=C)C)=O)C(N)=O)=O